COCCO[C@H]1CC[C@H](CC1)NC=1N=CC2=C(N1)NC=C2C2=CC=1N(C=C2)N=CC1 N-(cis-4-(2-Methoxyethoxy)cyclohexyl)-5-(pyrazolo[1,5-a]pyridin-5-yl)-7H-pyrrolo[2,3-d]pyrimidin-2-amine